1-ethyl-3-(2-methyl-5-(1-methyl-7-oxo-6,7-dihydro-1H-pyrrolo[2,3-c]pyridin-3-yl)-4-phenoxyphenyl)imidazoline-2,4-dione C(C)N1C(N(C(C1)=O)C1=C(C=C(C(=C1)C1=CN(C=2C(NC=CC21)=O)C)OC2=CC=CC=C2)C)=O